2-[2-chloro-4-(4-chlorophenoxy)phenyl]-1-(1,2,4-triazol-1-yl)pentan-3-yn-2-ol ClC1=C(C=CC(=C1)OC1=CC=C(C=C1)Cl)C(CN1N=CN=C1)(C#CC)O